Cl[Pt-](C1=CCCC=CCC1)Cl dichloro(1,5-cyclooctadienyl)platinum (II)